NC1=CC(=C2CN(C(C2=C1)=O)CC(=C)C(N)=O)C=1C=C2C(=NN(C2=CC1)C(=O)OC(C)(C)C)C=1C=NC=CC1 tert-butyl 5-[6-amino-2-(2-carbamoylallyl)-1-oxo-isoindolin-4-yl]-3-(3-pyridyl)indazole-1-carboxylate